FC=1C=C2CCCC(C2=CC1)C1=C(C(=O)O)C=CC(=C1)C(F)(F)F 2-(6-fluoro-1,2,3,4-tetrahydronaphthalen-1-yl)-4-(trifluoromethyl)benzoic acid